N[C@H]1C[C@H]([C@H](CC1)O)C |r| rac-(1s,2r,4r)-4-amino-2-methylcyclohexane-1-ol